C(N)(=O)[C@H]1N2C(N([C@H](CC1)C2)OS(=O)(=O)OCC(C(=O)OCC)(C(=O)OCC)CC)=O diethyl 2-((((((2S,5R)-2-carbamoyl-7-oxo-1,6-diazabicyclo[3.2.1]octane-6-yl) oxy) sulfonyl) oxy) methyl)-2-ethylmalonate